2,4-dichloro-benzoate ClC1=C(C(=O)[O-])C=CC(=C1)Cl